({[(propan-2-yloxy)carbonyl]oxy}methoxy)phosphonic acid CC(C)OC(=O)OCOP(O)(O)=O